8-methyl-2-(methylsulfonyl)-6-phenylpyrido[2,3-d]pyrimidin-7(8H)-one CN1C(C(=CC2=C1N=C(N=C2)S(=O)(=O)C)C2=CC=CC=C2)=O